C1(CC1)C=1C=C(C#N)C=C(C1I)CC 3-cyclopropyl-5-ethyl-4-iodobenzonitrile